N-(3-Chloro-5-((2,4-difluorophenyl)(methyl)amino)phenyl)-5-(2-(methylsulfonyl)propan-2-yl)benzo[b]thiophen-2-carboxamid ClC=1C=C(C=C(C1)N(C)C1=C(C=C(C=C1)F)F)NC(=O)C1=CC2=C(S1)C=CC(=C2)C(C)(C)S(=O)(=O)C